NC1=NC(=NC(=C1)C)C(C)(C)O 2-(4-amino-6-methylpyrimidin-2-yl)propan-2-ol